5-(trifluoromethyl)-1H-pyrazole-3-carboxylate FC(C1=CC(=NN1)C(=O)[O-])(F)F